FC1=CC(=CC2=CC=3C[C@@](CCC3N=C12)(C(C)C)F)C(=O)N[C@H](CCN1C(CCCC1)CCO)C=1C=NC(=CC1)C1=CN=NC=C1 |r| rac-(7S)-4,7-difluoro-7-isopropyl-N-[rac-(1R)-3-[2-(2-hydroxyethyl)-1-piperidyl]-1-(6-pyridazin-4-yl-3-pyridyl)propyl]-6,8-dihydro-5H-acridine-2-carboxamide